N-(3-chloro-4-isopropylphenyl)-2-methylpentanamide ClC=1C=C(C=CC1C(C)C)NC(C(CCC)C)=O